N-[7-chloro-5-[2-(2-trimethylsilylethynyl)phenyl]-1,3-benzothiazol-6-yl]-1-methyl-cyclopropanecarboxamide ClC1=C(C(=CC=2N=CSC21)C2=C(C=CC=C2)C#C[Si](C)(C)C)NC(=O)C2(CC2)C